2-Chloro-4-(8-(4-(4-((4-(2-((2,6-dioxopiperidin-3-yl)amino)phenyl)piperazin-1-yl)methyl)piperidine-1-carbonyl)phenyl)-3-methyl-2,8-diazaspiro[4.5]decan-2-yl)benzonitrile ClC1=C(C#N)C=CC(=C1)N1CC2(CC1C)CCN(CC2)C2=CC=C(C=C2)C(=O)N2CCC(CC2)CN2CCN(CC2)C2=C(C=CC=C2)NC2C(NC(CC2)=O)=O